ClC=1C=NC=C(C1NC(=O)C=1C=CC(=C(OCCCCC(=O)O)C1)OC(F)F)Cl 5-(5-((3,5-dichloropyridin-4-yl)carbamoyl)-2-(difluoromethoxy)phenoxy)pentanoic acid